1-(4-(4-cyano-3-methylphenyl)-5-(isopropylsulfanyl)thiazol-2-yl)-4-(3-fluorophenyl)-3-methyl-1H-pyrazole-5-carboxylic acid C(#N)C1=C(C=C(C=C1)C=1N=C(SC1SC(C)C)N1N=C(C(=C1C(=O)O)C1=CC(=CC=C1)F)C)C